FC1=C(N(C=2N=C(N=CC21)Cl)C2=CC=CC(=N2)C(C)(C)O)CCC 2-(6-(5-fluoro-2-chloro-6-propyl-7H-pyrrolo[2,3-d]pyrimidin-7-yl)pyridin-2-yl)propan-2-ol